2-tetrahydropyran-4-yloxy-3-(4,4,5,5-tetramethyl-1,3,2-dioxaborolan-2-yl)pyridine O1CCC(CC1)OC1=NC=CC=C1B1OC(C(O1)(C)C)(C)C